C1(C=CC=C1)CC(C[Si](C)(C)C)=C (2-(Cyclopentadienyl-methyl)allyl)trimethylsilane